1,4-dihexyltetrasulfane C(CCCCC)SSSSCCCCCC